iron-manganese-cerium oxide [O-2].[Ce+3].[Mn+2].[Fe+2]